ClC1=C(C=CC=2N1N=CC2)OC(F)F 7-chloro-6-(difluoromethoxy)pyrazolo[1,5-a]pyridine